2-methoxy-10-oxo-6,10-dihydro-5H-Pyrido[1,2-h][1,7]Naphthyridine-9-carboxylic acid COC1=NC=2C=3N(CCC2C=C1)C=C(C(C3)=O)C(=O)O